CC1(C2=CC(=CC=C2C=2C=CC(=CC12)P(C)(C)=O)C=1C=NC=C(C1)B1OC(C(O1)(C)C)(C)C)C (9,9-dimethyl-7-(5-(4,4,5,5-tetramethyl-1,3,2-dioxaborolan-2-yl)pyridin-3-yl)-9H-fluoren-2-yl)dimethylphosphine oxide